3-benzoyl-1-(3,3-difluorobutyl)pyrimidine-2,4(1H,3H)-dione C(C1=CC=CC=C1)(=O)N1C(N(C=CC1=O)CCC(C)(F)F)=O